N1(CCCC1)CCCC(=O)N pyrrolidinebutaneamide